C(CCCCCC(C)C)C1=C(C(=O)O)C=CC=C1.C(C)/C(/C(=O)O)=C\COCCOCCOCCN(C(=O)OC(C)(C)C)C(=O)OC(C)(C)C.BrC=1C=NC(=NC1)C1(CNC1)O 3-(5-bromopyrimidin-2-yl)azetidin-3-ol ethyl-(E)-4-[2-[2-[2-[bis(tert-butoxycarbonyl)amino]ethoxy]ethoxy]ethoxy]but-2-enoate iso-nonyl-benzoate